tert-Butyl 2-(4-bromo-5-methyl-triazol-1-yl)-7-azaspiro[3.5]nonane-7-carboxylate BrC=1N=NN(C1C)C1CC2(C1)CCN(CC2)C(=O)OC(C)(C)C